5-chloro-2-(difluoromethyl)-N-((1r,4r)-4-((3-(6-(3-methyl-2-oxoimidazolidin-1-yl)pyridin-3-yl)-2-oxo-2,3-dihydro-1H-benzo[d]imidazol-1-yl)methyl)cyclohexyl)nicotinamide ClC=1C=NC(=C(C(=O)NC2CCC(CC2)CN2C(N(C3=C2C=CC=C3)C=3C=NC(=CC3)N3C(N(CC3)C)=O)=O)C1)C(F)F